C1(CCCCC1)OC(=O)C1C2C3C4C=CC(C3C(C1C(=O)OC1CCCCC1)C2)C4 8,9-di(cyclohexyloxycarbonyl)tetracyclo[4.4.0.12,5.17,10]dodec-3-ene